1-methylindazole-6-carbaldehyde CN1N=CC2=CC=C(C=C12)C=O